(1s,4s)-4-fluoro-cyclohexan-1-amine FC1CCC(CC1)N